N=1ON=C2C1C=CC(=C2)C(=O)O 2,1,3-Benzoxadiazole-5-carboxylic acid